(3S)-2'-(6-amino-5-cyanopyridin-3-yl)-N-[2-(3-chloropyridin-4-yl)propan-2-yl]-5',6'-dihydrospiro[pyrrolidine-3,4'-pyrrolo[1,2-b]pyrazole]-1-carboxamide NC1=C(C=C(C=N1)C=1C=C2N(N1)CC[C@@]21CN(CC1)C(=O)NC(C)(C)C1=C(C=NC=C1)Cl)C#N